OC(CCN1N=CC2=CC(=C(C=C12)C1=CSC=C1)NC(=O)C=1N=C(SC1)C=1C=NC=CC1)(C)C N-(1-(3-hydroxy-3-methylbutyl)-6-(thiophene-3-yl)-1H-indazol-5-yl)-2-(pyridin-3-yl)thiazole-4-carboxamide